CC1=CC=C(C=C1)S(=O)(=O)OCCOCCOCCOCCOCCOCCOCCOCCNC1=C2C(N(C(C2=CC=C1)=O)C1C(NC(CC1)=O)=O)=O 23-((2-(2,6-dioxopiperidin-3-yl)-1,3-dioxoisoindolin-4-yl)amino)-3,6,9,12,15,18,21-heptaoxatricosyl 4-methylbenzenesulfonate